C1C(CC12CNCC2)NC2=CC=CC(=N2)C2=CN=C1N2C=C(C=C1)C=1C=NN(C1)CC(C)(O)C 1-(4-(3-(6-((6-azaspiro-[3.4]octan-2-yl)amino)-pyridin-2-yl)imidazo[1,2-a]pyridin-6-yl)-1H-pyrazol-1-yl)-2-methyl-propan-2-ol